(3S,3aS,8bR)-3-acetamido-N-(4-(chlorodifluoromethoxy)phenyl)-4-neopentyl-5-(1H-pyrazol-5-yl)-1,2,3,3a,4,8b-hexahydrocyclopenta[b]indole-7-carboxamide C(C)(=O)N[C@H]1CC[C@H]2[C@@H]1N(C=1C(=CC(=CC21)C(=O)NC2=CC=C(C=C2)OC(F)(F)Cl)C2=CC=NN2)CC(C)(C)C